tert-butyl (1R,2S,5S)-2-(((tert-butyldimethylsilyl)oxy)methyl)-3,8-diazabicyclo[3.2.1]octane-8-carboxylate [Si](C)(C)(C(C)(C)C)OC[C@@H]1[C@H]2CC[C@@H](CN1)N2C(=O)OC(C)(C)C